ClC1=CC(=NC(=C1)NC1=C(C=CC=C1)F)C(=O)NC1=CC=CC=C1 4-chloro-6-((2-fluorophenyl)amino)-N-phenylpyridinamide